2-(4-ethyl-6-methylpyrazolo[1,5-a]pyrazin-2-yl)-7-[1-(propan-2-yl)piperidin-4-yl]-4H-pyrido[1,2-a]pyrimidin-4-one C(C)C=1C=2N(C=C(N1)C)N=C(C2)C=2N=C1N(C(C2)=O)C=C(C=C1)C1CCN(CC1)C(C)C